O1C(COCC1)COC=1C=C2C=CN=C(C2=CC1)NC=1C=NC(=CC1)Cl 6-((1,4-dioxan-2-yl)methoxy)-N-(6-chloropyridin-3-yl)isoquinolin-1-amine